6-fluoro-7-methoxy-1H-indole FC1=CC=C2C=CNC2=C1OC